tert-butyl N-tert-butoxycarbonyl-N-(6-((1'-(2,2-difluoroethyl)-8-methyl-1,5-dioxo-1,5-dihydro-2H-spiro[imidazo[1,5-a]pyridine-3,4'-piperidin]-6-yl)amino)pyrimidin-4-yl)carbamate C(C)(C)(C)OC(=O)N(C(OC(C)(C)C)=O)C1=NC=NC(=C1)NC1=CC(=C2N(C1=O)C1(CCN(CC1)CC(F)F)NC2=O)C